(4-(4,7-Dioxaspiro[2.5]oct-5-ylmethoxy)phenyl)-2-oxo-6-(trifluoromethyl)-1,2-dihydropyridin-3-carboxamide C1CC12OC(COC2)COC2=CC=C(C=C2)N2C(C(=CC=C2C(F)(F)F)C(=O)N)=O